The molecule is a cyclopropenone compound having phenyl substituents at the 2- and 3-positions. It has a role as a photosensitizing agent, a hapten and a drug allergen. C1=CC=C(C=C1)C2=C(C2=O)C3=CC=CC=C3